FC(C(=O)NC1CN(C1)C1=NC(=NC2=NC=CN=C12)C1=CC=C(C=C1)C(F)(F)F)=C 2-fluoro-N-(1-(2-(4-(trifluoromethyl)phenyl)pteridin-4-yl)azetidin-3-yl)acrylamide